(Z)-2-((5-(2-((2,6-dimethylpyrimidin-4-yl)amino)pyrazolo[1,5-a]pyridin-5-yl)-1-methyl-1H-pyrazol-4-yl)oxy)-1-(1-methylcyclopropyl)ethanone oxime CC1=NC(=CC(=N1)NC1=NN2C(C=C(C=C2)C2=C(C=NN2C)OC\C(=N/O)\C2(CC2)C)=C1)C